4-hexadecyl-aniline C(CCCCCCCCCCCCCCC)C1=CC=C(N)C=C1